C(C1=CC=CC=C1)OCCCOCCOCCOCCOCCOCCOCCOCCOC(C)O [2-[2-[2-[2-[2-[2-[2-(3-benzyloxypropoxy)ethoxy]ethoxy]ethoxy]ethoxy]ethoxy]ethoxy]ethoxy]ethanol